6-aminoperhydro-1,4-diazepine NC1CNCCNC1